Formaldehyd-Hydrat O.C=O